trans-4-[(7S)-6-(Methoxycarbonyl)-7-methyl-2-[2-(2H-1,2,3-triazol-2-yl)ethyl]-3H,6H,7H,8H,9H-imidazo[4,5-f]chinolin-3-yl]cyclohexan COC(=O)N1[C@H](CCC2=C3C(=CC=C12)N(C(=N3)CCN3N=CC=N3)C3CCCCC3)C